O1COC2=C1C=CC(=C2)C(CC(=O)O)C2=CC1=CC(=CC=C1C=C2)OCC(N[C@@H]2CC[C@H](CC2)C(F)(F)F)=O 3-(benzo[d][1,3]dioxol-5-yl)-3-(7-(2-oxo-2-((trans-4-(trifluoromethyl)cyclohexyl)amino)ethoxy)naphthalen-2-yl)propanoic acid